6-methyl-4-oxo-1,4-dihydroquinoline-7-carboxylic acid methyl ester COC(=O)C1=C(C=C2C(C=CNC2=C1)=O)C